3,4-dichloro-phenylalanine ClC=1C=C(C[C@H](N)C(=O)O)C=CC1Cl